[2-(2,6-dioxopiperidin-3-yl)-4-methoxy-3-oxo-2,3-dihydro-1H-isoindol-5-yl]methyl N-[4-(2-phenylpropan-2-yl)phenyl]carbamate C1(=CC=CC=C1)C(C)(C)C1=CC=C(C=C1)NC(OCC=1C(=C2C(N(CC2=CC1)C1C(NC(CC1)=O)=O)=O)OC)=O